2-(((1r,4r)-4-((3-(3,5-difluorophenyl)-3-phenylureido)methyl)cyclohexyl)methoxy)acetic acid FC=1C=C(C=C(C1)F)N(C(NCC1CCC(CC1)COCC(=O)O)=O)C1=CC=CC=C1